3-Methoxypropan COCCC